N-[5-chloro-6-(4-methylpiperazin-1-yl)-3-pyridinyl]acetamide ClC=1C=C(C=NC1N1CCN(CC1)C)NC(C)=O